C(CCC)C=1C=C(N=NC1Cl)C=1C(NC(NC1)=O)=O 5-(5-butyl-6-chloropyridazin-3-yl)pyrimidine-2,4(1H,3H)-dione